C(C)N1C(NC2=C(C1=O)SC(=C2)CN2C(CN(CC2)C=2C=CC(=NC2C)C(=O)NC)=O)=O 5-(4-((3-ethyl-2,4-dioxo-1,2,3,4-tetrahydrothieno[3,2-d]pyrimidin-6-yl)methyl)-3-oxopiperazin-1-yl)-N,6-dimethylpicolinamide